5-(4-acetylpiperazine-1-carbonyl)-1-((1-((R)-3-cyclohexyl-2-methylpropanoyl)-4-hydroxy-3,3-dimethylpiperidin-4-yl)methyl)-4-phenylpyridin-2(1H)-one C(C)(=O)N1CCN(CC1)C(=O)C=1C(=CC(N(C1)CC1(C(CN(CC1)C([C@@H](CC1CCCCC1)C)=O)(C)C)O)=O)C1=CC=CC=C1